N-[3-(mesityleneoxy)phenyl]-N'-[3-(mesyloxy)phenyl]urea C1(=C(C(=CC(=C1)C)C)OC=1C=C(C=CC1)NC(=O)NC1=CC(=CC=C1)OS(=O)(=O)C)C